ethyl 2-{[4-(3-hydroxypropyl)-5-methyl-6-{[(2Z)-3-{[2-(trimethylsilyl) ethoxy] methyl}-2,3-dihydro-1,3-benzothiazol-2-ylidene] amino} pyridazin-3-yl] amino}-1,3-thiazole-4-carboxylate OCCCC1=C(N=NC(=C1C)\N=C\1/SC2=C(N1COCC[Si](C)(C)C)C=CC=C2)NC=2SC=C(N2)C(=O)OCC